C(C1=CC=CC=C1)OC1=C(C=CC=C1)C[C@@H]([13CH]=O)NC([C@H](CC1=CC=CC=C1)NC(=O)N1CCN(CC1)C)=O N-((S)-1-(((S)-1-(2-(benzyloxy)phenyl)-3-oxopropan-2-yl-3-13C)amino)-1-oxo-3-phenylpropan-2-yl)-4-methylpiperazine-1-carboxamide